FC(C1=CC=C(N=N1)C1=NOC(=N1)C12CCC(CC1)(CC2)CN)(F)F 1-(4-{3-[6-(trifluoromethyl)pyridazin-3-yl]-1,2,4-oxadiazol-5-yl}bicyclo[2.2.2]octan-1-yl)methanamine